CN1N=CC=2C1=NC(=CC2N2CC1=C(CC2)N(N=C1C)CC12CCC(CC1)(CC2)NC(C(C)(C)OC)=O)C N-(4-((5-(1,6-dimethyl-1H-pyrazolo[3,4-b]pyridin-4-yl)-3-methyl-4,5,6,7-tetrahydro-1H-pyrazolo[4,3-c]pyridin-1-yl)methyl)bicyclo[2.2.2]oct-1-yl)-2-methoxy-2-methylpropanamide